ruthenium-indium-tin [Sn].[In].[Ru]